1-(4-hydroxy-7-methoxy-2-methylpyrido[2,3-d]pyrimidin-6-yl)cyclopropane-1-carbonitrile OC=1C2=C(N=C(N1)C)N=C(C(=C2)C2(CC2)C#N)OC